NC=1N=CN(C(C1C(=O)NC=1C=C(C=NC1)[C@@H]1N(CCCC1)C(=O)OC(C)(C)C)=O)C1=C(C=C(C=C1C)CC(=O)OC)C tert-butyl (R)-2-(5-(4-amino-1-(4-(2-methoxy-2-oxoethyl)-2,6-dimethylphenyl)-6-oxo-1,6-dihydropyrimidine-5-carboxamido)pyridin-3-yl)piperidine-1-carboxylate